N1=CC(=C2N1CCCC2)C=2C=CC=1N(C2)N=CC1 4,5,6,7-tetrahydro-3,6'-bipyrazolo[1,5-a]pyridine